P(=O)(OC[N+]1=C(C(=CC=C1)C1=CC(=NO1)CC=1C=NC(=CC1)OCC=1N=C(SC1)Cl)N)(O)[O-] (2-amino-3-(3-((6-((2-chlorothiazol-4-yl)methoxy)pyridin-3-yl)methyl)isoxazol-5-yl)pyridin-1-ium-1-yl)methyl hydrogen phosphate